FC=1C=C(C=CC1)NCC1=CC=C(CC2=NOC(=C2)C=2C(=NC=CC2)N)C=C1 3-(3-(4-(((3-fluorophenyl)amino)methyl)benzyl)isoxazol-5-yl)pyridin-2-amine